[Cl-].[Cl-].FC(C1=CC=C(C=C1)C(=[Zr+2](C1=C(C(=CC=2C3=CC(=C(C=C3CC12)C1=CC=CC=C1)C(C)(C)C)C(C)(C)C)C1=CC=CC=C1)C1C=CC=C1)C1=CC=C(C=C1)C(F)(F)F)(F)F di(p-trifluoromethyl-phenyl)methylene(cyclopentadienyl)(2,7-diphenyl-3,6-ditert-butylfluorenyl)zirconium dichloride